N-(6-oxohexyl)carbamic acid tert-butyl ester C(C)(C)(C)OC(NCCCCCC=O)=O